FC1([C@@H]([C@@H](N(C1)C(=O)[C@@H]1OCC1)CC=1C(=C(C=CC1)C1=CC(=CC(=C1)F)F)F)NS(=O)(=O)CC)F N-{(2S,3R)-4,4-difluoro-1-((2R)-oxetane-2-carbonyl)-2-[(2,3',5'-trifluoro[1,1'-biphenyl]-3-yl)methyl]pyrrolidin-3-yl}ethanesulfonamide